BrC1=CC=CC=2SC(=C(C21)C#N)NC(=O)OCC ethyl [(4-bromo-3-cyanobenzo[b]thiophen-2-yl)amino]formate